C(CCCC#C)OC1CCN(CC1)C(=O)OC(C)(C)C tert-butyl 4-hex-5-ynoxypiperidine-1-carboxylate